(2R,4R)-6-chloro-4-hydroxy-N-(3-{2-[3-(trifluoromethoxy)propoxy]pyridin-4-yl}bicyclo[1.1.1]pentan-1-yl)-3,4-dihydro-2H-1-benzopyran-2-carboxamide ClC=1C=CC2=C([C@@H](C[C@@H](O2)C(=O)NC23CC(C2)(C3)C3=CC(=NC=C3)OCCCOC(F)(F)F)O)C1